4-(3-acetyl-2-methyl-5-(trifluoromethyl)-1H-pyrrol-1-yl)benzonitrile C(C)(=O)C1=C(N(C(=C1)C(F)(F)F)C1=CC=C(C#N)C=C1)C